C(#N)CC(=O)N1C[C@@H]([C@@H](CC1)C)NC1=C2C(=NC=C1C(=O)OC1CC1)NC=C2 cyclopropyl 4-(((3R,4R)-1-(2-cyanoacetyl)-4-methylpiperidin-3-yl)amino)-1H-pyrrolo[2,3-b]pyridine-5-carboxylate